(3S)-3-({N-[(4-methoxy-1H-indol-2-yl) carbonyl]-L-leucyl}amino)-2-oxo-4-[(3S)-2-oxopyrrolidin-3-yl]butyl (3S)-1-methylpyrrolidine-3-carboxylate CN1C[C@H](CC1)C(=O)OCC([C@H](C[C@H]1C(NCC1)=O)NC([C@@H](NC(=O)C=1NC2=CC=CC(=C2C1)OC)CC(C)C)=O)=O